tert-butyl (6-(hydroxymethyl)spiro[3.3]heptan-2-yl)carbamate OCC1CC2(CC(C2)NC(OC(C)(C)C)=O)C1